C(N)(=O)C1=CC(=NC2=C1N=CN=C2NC21CN(CC1C2)C(=O)OC(C)(C)C)Cl tert-butyl 1-([8-carbamoyl-6-chloropyrido[3,2-d]pyrimidin-4-yl] amino)-3-azabicyclo[3.1.0]hexane-3-carboxylate